C1(=CC=CC=C1)C=1C=NC(=C(C(=O)OC)C1)N1C[C@@H](CC1)OC1=NC=C(C=C1)C(F)(F)F (R)-methyl 5-phenyl-2-(3-(5-(trifluoromethyl)pyridin-2-yloxy)pyrrolidin-1-yl)nicotinate